C(OC(C)(C)C)(OC1=C(C(=C(C=C1OC)C#N)NC(CC)CC)C#N)=O tert-Butyl 2,4-dicyano-6-methoxy-3-(pentan-3-ylamino)phenyl carbonate